FC1(C(=C(C(C1(F)F)(F)F)C=1C=C(SC1C)C1=C(C(=O)O)C=CC=C1)C=1C=C(SC1C)C1=C(C(=O)O)C=CC=C1)F 4'-((perfluorocyclopent-1-ene-1,2-diyl)bis(5-methylthiophene-4,2-diyl))Dibenzoic Acid